bicyclo[2.2.1]hept-5-ene-2,3-dicarboxylic acid (endo)-dimethyl ester COC(=O)C1C2C=CC(C1C(=O)OC)C2